ClC1=C(C=CC=C1C1=C(C(=NC=C1)C1=CC=2CCC[C@@H](C2C=C1)NC[C@H]1NC(CC1)=O)Cl)C1=CC=C(C(=N1)OC)CN[C@@H](CCO)C(=O)O ((6-(2-chloro-3-(3-chloro-2-((S)-5-((((S)-5-oxopyrrolidin-2-yl)methyl)amino)-5,6,7,8-tetrahydronaphthalen-2-yl)pyridin-4-yl)phenyl)-2-methoxypyridin-3-yl)methyl)-L-homoserine